CN1C=C(C(=CC1=O)C)C1=CC=C(C=C1)NC([C@H](C(C1=CC=CC=C1)C1=CC=CC=C1)NC(=O)C1=CC=NN1C)=O (S)-N-(1-((4-(1,4-dimethyl-6-oxo-1,6-dihydropyridin-3-yl)phenyl)amino)-1-oxo-3,3-diphenylpropan-2-yl)-1-methyl-1H-pyrazole-5-carboxamide